7-(4-tert-butoxycarbonylpiperazin-1-yl)-5-fluoro-2-methyl-isoindoline-4-carboxylic acid C(C)(C)(C)OC(=O)N1CCN(CC1)C1=CC(=C(C=2CN(CC12)C)C(=O)O)F